[Si](C1=CC=CC=C1)(C1=CC=CC=C1)(C(C)(C)C)OC[C@@H]1N(CC[C@@H]1N(CC1=CC=C(C=C1)OC)S(N(C)C)(=O)=O)C(=O)OC(C)(C)C tert-butyl (CIS)-2-[[(tert-butyldiphenylsilyl)oxy]methyl]-3-[(dimethylsulfamoyl)[(4-methoxyphenyl)methyl]amino]pyrrolidine-1-carboxylate